methyl 3-[(5-bromopyridin-3-yl) ethynyl]-4-chlorobenzoate BrC=1C=C(C=NC1)C#CC=1C=C(C(=O)OC)C=CC1Cl